CC1=NOC(=C1)C1(CC1)C=1C=C2C(=CC=NC2=CC1)C(=O)OC(C)(C)C tert-butyl 6-(1-(3-methylisoxazol-5-yl)cyclopropyl)quinoline-4-carboxylate